[Br-].OCC[NH+](CCO)CCO N,N,N-tris(2-hydroxyethyl)ammonium bromide salt